ClC1=CC(=CC=N1)C[C@H](N)C(=O)O β-(6-chloro-4-pyridinyl)alanine